ClC=1C(=NC=C(C1)Cl)C(C(OC([C@H](C)NC(=O)C1=NC=CC(=C1OCOC(C(C)C)=O)OC)=O)C)C.CC1=CC=[N+](C=C1)CCCCCC 4-methyl-1-hexyl-pyridinium [2-[[(1S)-2-[2-(3,5-dichloro-2-pyridyl)-1-methyl-propoxy]-1-methyl-2-oxo-ethyl]carbamoyl]-4-methoxy-3-pyridyl]oxymethyl-2-methylpropanoate